5-(2-chlorobenzyl)-3-cyclopropyl-4-oxo-4,5,6,7-tetrahydropyrazolo[1,5-a]pyrazine-2-carboxylic acid (5-difluoromethyl[1,3,4]thiadiazol-2-yl)amide FC(C1=NN=C(S1)NC(=O)C1=NN2C(C(N(CC2)CC2=C(C=CC=C2)Cl)=O)=C1C1CC1)F